C1(CC1)C=1C(=C2C=CNC2=C(C1)C)CN1[C@H](CN(CC1)CC(F)F)C1=CC=C(C(=O)O)C=C1 (S)-4-(1-((5-Cyclopropyl-7-methyl-1H-indol-4-yl)methyl)-4-(2,2-difluoroethyl)piperazin-2-yl)benzoic acid